N-(4-Methyl-3-(pyridin-4-yl)-1H-pyrazol-5-yl)-3-(naphthalen-2-yl)propanamide CC=1C(=NNC1NC(CCC1=CC2=CC=CC=C2C=C1)=O)C1=CC=NC=C1